CCCC\C=C/C\C=C/CCCCC (Z,Z)-5,8-Tetradecadien